benzyl ((3s,6s)-1,1-difluorospiro[2.5]octan-6-yl)carbamate FC1(CC12CCC(CC2)NC(OCC2=CC=CC=C2)=O)F